2-{4-fluoro-1-methyl-3-[(4,5,6,7-tetrahydropyrazolo[1,5-a]pyridin-3-yl)amino]-1H-indazol-6-yl}propan-2-ol hydrochloride Cl.FC1=C2C(=NN(C2=CC(=C1)C(C)(C)O)C)NC=1C=NN2C1CCCC2